C(C)(C)NC(N(C1=NC2=CC(=CC=C2N=C1)C=1C=NC(=CC1)OCCN1C(CCC1)=O)C)=O 3-isopropyl-1-methyl-1-(7-(6-(2-(2-oxopyrrolidin-1-yl)ethoxy)pyridin-3-yl)quinoxalin-2-yl)urea